NC([C@H](C[C@H]1C(NCC1)=O)NC(=O)[C@@H]1[C@H]2C([C@H]2CN1C([C@H](C(C)(C)C)NC(C(C)C)=O)=O)(C)C)=O (1R,2S,5S)-N-((S)-1-amino-1-oxo-3-((S)-2-oxopyrrolidin-3-yl)propan-2-yl)-3-((S)-2-isobutyramido-3,3-dimethylbutanoyl)-6,6-dimethyl-3-azabicyclo[3.1.0]hexane-2-carboxamide